CCCCCCCCC\C=C/CCCCCCCC(=O)O.C(CCCCCCC\C=C/CCCCCCCC)(=O)OC methyl oleate (18-methyl oleate)